C1(CCC1)CN(C(=O)OCC1=C(N=NN1C)C1=CC=C(C(=N1)C)OC1CC(C2CC2C1)C(=O)O)C 4-((6-(5-((((cyclobutylmethyl)(methyl)carbamoyl)oxy)methyl)-1-methyl-1H-1,2,3-triazol-4-yl)-2-methylpyridin-3-yl)oxy)bicyclo[4.1.0]heptane-2-carboxylic acid